(7S)-N-{6-bromopyrazolo[1,5-a]pyridin-3-yl}-4-[5-(5-fluoro-2-methoxypyridin-4-yl)-1H-pyrazole-3-carbonyl]-4-azaspiro[2.5]octane-7-carboxamide BrC=1C=CC=2N(C1)N=CC2NC(=O)[C@H]2CCN(C1(CC1)C2)C(=O)C2=NNC(=C2)C2=CC(=NC=C2F)OC